5-aminomethyl-2,4-dihydroxybenzophenone NCC=1C(=CC(=C(C(=O)C2=CC=CC=C2)C1)O)O